3-((8-(4,4-difluoropiperidin-1-yl)pyrido[3,4-d]pyrimidin-2-yl)amino)-6-methyl-5,6,7,8-tetrahydro-1,6-naphthyridin-2(1H)-one FC1(CCN(CC1)C1=NC=CC2=C1N=C(N=C2)NC=2C(NC=1CCN(CC1C2)C)=O)F